FC(C=1C(=CC=C2C(C=C(OC12)C1=CC=CC=C1)=O)OC)F 8-(Difluoromethyl)-7-methoxy-2-phenyl-4H-chromen-4-one